rubidium-iron [Fe].[Rb]